N1=C(C=CC=C1)CCNC(=O)C1CC(CCC1C(C)C)C N-(2-(pyridin-2-yl)ethyl)-3-p-menthanecarboxamide